5-[2-methyl-8-(trifluoromethyl)imidazo[1,2-a]pyridin-6-yl]-2-[6-(1-methylazetidin-3-yl)pyridazin-3-yl]phenol trifluoroacetate FC(C(=O)O)(F)F.CC=1N=C2N(C=C(C=C2C(F)(F)F)C=2C=CC(=C(C2)O)C=2N=NC(=CC2)C2CN(C2)C)C1